8-methoxy-3-[1-(2,2,3,3,3-pentafluoropropyl)-1H-pyrazol-3-yl]-2-(trifluoromethyl)-4H-pyrido[1,2-a]pyrimidin-4-one COC1=CC=2N(C(C(=C(N2)C(F)(F)F)C2=NN(C=C2)CC(C(F)(F)F)(F)F)=O)C=C1